5-bromo-3''-chloro-4''-((3,5-difluoropyridin-2-yl)methoxy)-3-(2-hydroxypropan-2-yl)-5',6''-Dimethyl-2H,2''H-[1,2':4',1''-terpyridine]-2,2''-dione BrC=1C=C(C(N(C1)C1=NC=C(C(=C1)N1C(C(=C(C=C1C)OCC1=NC=C(C=C1F)F)Cl)=O)C)=O)C(C)(C)O